F[C@H]1CN(CC[C@H]1NC1=NN2C(C(=N1)OC)=C(C=C2)C=2C=CC1=C(N(C=N1)CCF)C2)C2COC2 N-((3S,4R)-3-fluoro-1-(oxetan-3-yl)piperidin-4-yl)-5-(1-(2-fluoroethyl)-1H-benzo[d]imidazol-6-yl)-4-methoxypyrrolo[2,1-f][1,2,4]triazin-2-amine